CN1C(N(C=2N=C(N(C2C1=O)C)S(=O)(=O)CC=1C=[N+](C=CC1)[O-])C)=O 3-((1,3,7-trimethyl-2,6-dioxo-2,3,6,7-tetrahydro-1H-purin-8-ylsulfonyl)methyl)pyridine 1-oxide